2lambda6-thia-6-azaspiro[3.3]heptane 2,2-dioxide C1S(CC12CNC2)(=O)=O